OC1=C(C2=CC=CC=C2C=C1)C=NC1N=C2C(=N1)C=CC=C2 ((2-hydroxy-1-naphthyl)methylene)amino-2H-benzimidazol